2-methyl-2-(4-(2-(1-methyl-7-oxo-3-((4-(trifluoromethyl)phenyl)amino)-1,7-dihydro-6H-pyrazolo[4,3-d]pyrimidin-6-yl)acetamido)phenyl)propanamide CC(C(=O)N)(C)C1=CC=C(C=C1)NC(CN1C=NC2=C(C1=O)N(N=C2NC2=CC=C(C=C2)C(F)(F)F)C)=O